Cis-(7RS,9SR)-7-amino-3-cyclopropyl-9-[(5-methoxypyridin-3-yl)amino]-N-(2-methylpropyl)-8,9-dihydro-7H-cyclopenta[h]isochinolin-5-sulfonamid N[C@@H]1C[C@@H](C2=C1C=C(C=1C=C(N=CC21)C2CC2)S(=O)(=O)NCC(C)C)NC=2C=NC=C(C2)OC |r|